p-nitrophenyl trans-ferulate C(\C=C\C1=CC(OC)=C(O)C=C1)(=O)OC1=CC=C(C=C1)[N+](=O)[O-]